(S)-2-(3-(2-(3-fluoroazetidin-1-yl)ethyl)-4-methyl-6-oxopyridazin-1(6H)-yl)-4-methylpentanoic acid FC1CN(C1)CCC1=NN(C(C=C1C)=O)[C@H](C(=O)O)CC(C)C